C(C)(=O)N1C(C1)C(=O)N(C1CCN(CC1)C=1C2=C(N=C(N1)OC[C@H]1N(CCC1)C)CN(CC2)C2=CC=CC1=CC=CC(=C21)C)C 1-acetyl-N-methyl-N-(1-(7-(8-methylnaphthalen-1-yl)-2-(((S)-1-methylpyrrolidin-2-yl)methoxy)-5,6,7,8-tetrahydropyrido[3,4-d]pyrimidin-4-yl)piperidin-4-yl)aziridine-2-carboxamide